6-cyclopropyl-2-(2-hydroxy-4,6-dimethylphenyl)-2,5-dihydro-4H-pyrazolo[3,4-d]pyrimidin-4-one C1(CC1)C=1NC(C=2C(N1)=NN(C2)C2=C(C=C(C=C2C)C)O)=O